C1(=CC=CC=C1)CC[C@H](C1=CC=C(C=C1)C(F)(F)F)NC(C)=O (R)-N-(3-phenyl-1-(4-(trifluoromethyl)phenyl)propyl)acetamide